COC1=CC=C2CCCCC2=C1 7-methoxy-1,2,3,4-tetrahydronaphthalen